CN1C(OCCC1)=O methyl-2-oxo-1,3-oxazinan